N-(9-octadecenoyl)taurine C(CCCCCCCC=CCCCCCCCC)(=O)NCCS(=O)(=O)O